11-(5-(3,6-bis(2,6-dimethylphenyl)-9-methyl-9H-carbazol-1-yl)-3',5'-di-tert-butyl-4-chloro-[1,1'-biphenyl]-3-yl)-8-(2,6-dimethylphenyl)-11H-benzo[a]carbazole CC1=C(C(=CC=C1)C)C=1C=C(C=2N(C3=CC=C(C=C3C2C1)C1=C(C=CC=C1C)C)C)C=1C(=C(C=C(C1)C1=CC(=CC(=C1)C(C)(C)C)C(C)(C)C)N1C2=CC=C(C=C2C2=CC=C3C(=C12)C=CC=C3)C3=C(C=CC=C3C)C)Cl